O=C1N(C(C2=CC=CC=C12)=O)CCCCCN1CC(N(CC1)C(=O)OC(C)(C)C)C1=CC=CC=C1 tert-butyl 4-(5-(1,3-dioxoisoindolin-2-yl)pentyl)-2-phenylpiperazine-1-carboxylate